ClC1=C(C=C2C(=N1)N=C(O2)N2CCOCC2)[N+](=O)[O-] 5-chloro-2-morpholino-6-nitrooxazolo[4,5-b]pyridine